FC1=C(C=C(C=C1)[N+](=O)[O-])C(F)(F)F 1-fluoro-4-nitro-2-(trifluoromethyl)benzene